[3-[3-[[2-fluoro-4-(trifluoromethyl)phenyl]methyl]-1-bicyclo[1.1.1]pentanyl]azetidin-1-yl]-[6-[3-(1-hydroxycyclopropyl)-1H-1,2,4-triazol-5-yl]-2-azaspiro[3.3]heptan-2-yl]methanone FC1=C(C=CC(=C1)C(F)(F)F)CC12CC(C1)(C2)C2CN(C2)C(=O)N2CC1(C2)CC(C1)C1=NC(=NN1)C1(CC1)O